CC[C@H](C)[C@H]1C(=O)N[C@H](C(=O)C(C(=O)O[C@H](C(=O)O[C@@H]([C@@H](C(=O)O[C@H](C(=O)O1)C)NC(=O)C2=C(C(=CC=C2)N)O)C)CC(C)C)(C)C)CC(C)C The molecule is an 18-membered cyclodepsipeptide having a 3-amino-2-hydroxybenzoyl group attached to the amino terminus. It is isolated from an Alaskan Kitasatospora sp. and exhibits antineoplastic activity. It has a role as a metabolite and an antineoplastic agent. It is a cyclodepsipeptide, a primary arylamine, a member of phenols and a member of benzamides.